1-methylpiperidin-4-yl (2-(2-(tert-butoxy)-2-oxoethyl)-2,3-dihydro-1H-indene-2-carbonyl)-L-tryptophanate C(C)(C)(C)OC(CC1(CC2=CC=CC=C2C1)C(=O)N[C@@H](CC1=CNC2=CC=CC=C12)C(=O)OC1CCN(CC1)C)=O